5,8-dihydronaphthol C1C=CCC2=C1C=CC=C2O